FC(C1=CC=C(C=C1)C1=CC=C(C=C1)OB(O)O)(F)F (4'-(trifluoromethyl)-[1,1'-biphenyl]-4-yl)boric acid